FC=1C=CC2=C(N=C(O2)NC=2OC3=C(N2)C=C(C=C3)CC(=O)O)C1 [2-(5-fluoro-1,3-benzoxazol-2-ylamino)-1,3-benzoxazol-5-yl]acetic acid